(bromomethyl)-4-cyclopropyl-2-fluorobenzene BrCC1=C(C=C(C=C1)C1CC1)F